ClC1=NC(=CC=C1C(C)=O)N1C=NC2=C1C=C(C=C2)NC=2N=NC(=CC2)C 1-[2-chloro-6-[6-[(6-methylpyridazin-3-yl)amino]benzimidazol-1-yl]-3-pyridinyl]ethanone